Methyl 2-(5-oxo-2-(trifluoromethyl)pyrazolo-[1,5-a]pyrimidin-4(5H)-yl)acetate O=C1N(C=2N(C=C1)N=C(C2)C(F)(F)F)CC(=O)OC